tert-butyl 4-((6-(2-allyl-6-((4-(cyclopropylmethoxy)phenyl)amino)-3-oxo-2,3-dihydro-1H-pyrazolo[3,4-d]pyrimidin-1-yl)pyridin-2-yl)oxy)piperidine-1-carboxylate C(C=C)N1N(C2=NC(=NC=C2C1=O)NC1=CC=C(C=C1)OCC1CC1)C1=CC=CC(=N1)OC1CCN(CC1)C(=O)OC(C)(C)C